O=C1C[C@H]2C([C@H]2C1)C#N (1R,5S,6S)-3-oxo-bicyclo[3.1.0]hexane-6-carbonitrile